FC=1C(=CC(=NC1)C)C1=CC(=NN1)C(=O)N1C2(CC2)C[C@H](CC1)C(=O)NC1CCC(CC1)(C(F)(F)F)O (S)-4-(5-(5-fluoro-2-methylpyridin-4-yl)-1H-pyrazole-3-carbonyl)-N-((1r,4S)-4-hydroxy-4-(trifluoromethyl)cyclohexyl)-4-azaspiro[2.5]octane-7-carboxamide